C(#N)C=1C=C(C=CC1)C=1C(=NC(=NC1)NC1=CC(=CC=C1)C(=O)N1CCCC1)N[C@H]1[C@H]([C@@H]2C=C[C@H]1C2)C#N (1S,2S,3R,4R)-3-((5-(3-cyanophenyl)-2-((3-(pyrrolidine-1-carbonyl)phenyl)amino)pyrimidin-4-yl)amino)bicyclo[2.2.1]hept-5-ene-2-carbonitrile